8-bromo-7-fluoro-1-methyl-2-oxo-1,2-dihydroquinoline-4-carboxylic acid BrC=1C(=CC=C2C(=CC(N(C12)C)=O)C(=O)O)F